8-[1-(2,2-difluoroethyl)-1H-pyrazolo[3,4-b]pyrazin-6-yl]-2-[6-(trifluoromethyl)pyrazin-2-yl]-2,8-diazaspiro[4.5]decan-3-one FC(CN1N=CC=2C1=NC(=CN2)N2CCC1(CC(N(C1)C1=NC(=CN=C1)C(F)(F)F)=O)CC2)F